C1(CCCC1)C1=CC=C2C=NC(=NN21)N[C@H]2[C@@H](CN(CC2)S(=O)(=O)C)O (3R,4R)-4-((7-cyclopentylpyrrolo[2,1-f][1,2,4]triazin-2-yl)amino)-1-(methylsulfonyl)piperidin-3-ol